OCCCCC=CC(CCOCOCOCCC(C)C=CCCCCO)C (3Z)-6-hydroxy-3-hexenylbutyloxymethyl ether